2,6-dimethylphenyliodide CC1=C(C(=CC=C1)C)I